tert-butyl 4-(4-cyano-2-(methoxycarbonyl) phenyl)-6-nitroisoindoline-2-carboxylate C(#N)C1=CC(=C(C=C1)C1=C2CN(CC2=CC(=C1)[N+](=O)[O-])C(=O)OC(C)(C)C)C(=O)OC